CPCCC methyl-propylphosphine